N-(4-(4-amino-5-(4-((5-chloropyrimidin-2-yl)oxy)phenyl)-7-methyl-7H-pyrrolo[2,3-d]pyrimidin-6-yl)phenyl)acrylamide NC=1C2=C(N=CN1)N(C(=C2C2=CC=C(C=C2)OC2=NC=C(C=N2)Cl)C2=CC=C(C=C2)NC(C=C)=O)C